(1-Acetylpiperidin-4-yl)methyl (2-amino-5-(thiophen-2-yl)phenyl)carbamate NC1=C(C=C(C=C1)C=1SC=CC1)NC(OCC1CCN(CC1)C(C)=O)=O